COC1=CC=C(C=C1)/N=N/C=1C(=NNC1C)C (E)-4-((4-Methoxyphenyl)diazenyl)-3,5-dimethyl-1H-pyrazole